1-pentyl-1-propane-sulfonate C(CCCC)C(CC)S(=O)(=O)[O-]